[I-].C(C(=C)C)(=O)OCC[N+](C)(C)C (2-methacryloyloxyethyl)trimethylammonium iodide